Cl.Cl.FC=1C=C(C=C(C1)C(F)(F)F)N1CCNCC1 1-(3-fluoro-5-(trifluoromethyl)phenyl)piperazine dihydrochloride salt